C(C)C=1OC=CC(C1O)=O 2-Ethyl-3-hydroxy-4H-pyran-4-one